1-nitroindolizine-2-carboxylic acid [N+](=O)([O-])C=1C(=CN2C=CC=CC12)C(=O)O